C1(CC1)C1=NOC(=N1)C1=CC=C(C=C1)[C@H](C)NC=1C2=C(N=C(N1)C)OC(=C2)C N-[(1S)-1-[4-(3-cyclopropyl-1,2,4-oxadiazol-5-yl)phenyl]ethyl]-2,6-dimethyl-furo[2,3-d]pyrimidin-4-amine